(E)-7-chloro-4-(2-(1-(6-(2,4-dimethyl-1H-imidazol-1-yl)pyridin-3-yl)ethylidene)hydrazineyl)quinazoline HCL salt Cl.ClC1=CC=C2C(=NC=NC2=C1)N/N=C(\C)/C=1C=NC(=CC1)N1C(=NC(=C1)C)C